OC1CN2C(C3=C(C2(C1)C(C)C)SC(=C3)C3=NC(=NC=C3C(F)(F)F)NC3CCN(CC3)S(=O)(=O)C)=O 7-Hydroxy-8a-isopropyl-2-(2-((1-(methylsulfonyl)piperidin-4-yl)amino)-5-(trifluoromethyl)pyrimidin-4-yl)-6,7,8,8a-tetrahydro-4H-thieno[2,3-a]pyrrolizin-4-one